(1R,2S)-1-(5-chloropyrimidin-2-yl)-N-(4-(4,6-dimethoxypyrimidin-5-yl)-5-((R)-6-oxaspiro[2.5]octan-1-yl)-4H-1,2,4-triazol-3-yl)-1-methoxypropane-2-sulfonamide ClC=1C=NC(=NC1)[C@H]([C@H](C)S(=O)(=O)NC1=NN=C(N1C=1C(=NC=NC1OC)OC)[C@@H]1CC12CCOCC2)OC